1-{1-[6-chloro-2-(morpholin-4-yl)-4-oxo-3,4-dihydroquinazolin-8-yl]ethyl}-2,4-dihydro-1H-3,1-benzoxazine-2,4-dione ClC=1C=C2C(NC(=NC2=C(C1)C(C)N1C(OC(C2=C1C=CC=C2)=O)=O)N2CCOCC2)=O